tri(2,2-dimethyl-1-hexyl) citrate C(CC(O)(C(=O)OCC(CCCC)(C)C)CC(=O)OCC(CCCC)(C)C)(=O)OCC(CCCC)(C)C